[Al].[Zn].[La] lanthanum-zinc-aluminum